CN(C)CC=C N,N-Dimethylallylamin